(6'-Acetamido-5-cyano-[2,3'-bipyridyl]-4'-yl)carbamic acid tert-butyl ester C(C)(C)(C)OC(NC1=C(C=NC(=C1)NC(C)=O)C1=NC=C(C=C1)C#N)=O